C(#N)C1=CC(=C(C=C1)COC1=CC=CC(=N1)N1CCN(CC1)CC=1N(C2=C(N1)C(=CC(=C2)C(=O)O)C2=NN(C=C2)C)C[C@H]2OCC2)F 2-[[4-[6-[(4-cyano-2-fluoro-phenyl)methoxy]-2-pyridyl]piperazin-1-yl]methyl]-7-(1-methylpyrazol-3-yl)-3-[[(2S)-oxetan-2-yl]methyl]benzimidazole-5-carboxylic acid